ClC1=C(C=C(C=C1)C=1N=C(SC1SC(C)C)N1N=C(C=C1C(=O)O)C)OC1COC1 1-(4-(4-Chloro-3-(oxetan-3-yloxy)phenyl)-5-(isopropylsulfanyl)thiazol-2-yl)-3-methyl-1H-pyrazole-5-carboxylic acid